(2R,3R,4R,5S,6S)-3,4,5-tris(methoxymethyloxy)-2-((methoxymethyloxy)methyl)-6-(4-chloro-3-(4-ethoxybenzyl)phenyl)cyclohexanone COCO[C@@H]1[C@H](C([C@H]([C@@H]([C@H]1OCOC)OCOC)C1=CC(=C(C=C1)Cl)CC1=CC=C(C=C1)OCC)=O)COCOC